FC=1C(=C(C=C(C1)F)C1C2=C(NC(=C1C(=O)OC)CF)CCC2=O)C(C)F methyl 4-(3,5-difluoro-2-(1-fluoroethyl)phenyl)-2-(fluoromethyl)-5-oxo-4,5,6,7-tetrahydro-1H-cyclopenta[b]pyridine-3-carboxylate